FC1=CC(=C(C=C1)[C@H]1N(CCC1)C(=O)OCCCC)C(C)C butyl (2S)-2-(4-fluoro-2-isopropylphenyl)pyrrolidine-1-carboxylate